methyl-2,4,6-triiodostyrene CC=CC1=C(C=C(C=C1I)I)I